C1(CC1)C=1SC(=C(N1)C1=NC(=CC=C1)C)OC1=CC(=NC=C1)NC1=CC=CC(=N1)C(=O)NC 6-((4-((2-cyclopropyl-4-(6-methylpyridin-2-yl)thiazol-5-yl)oxy)pyridin-2-yl)amino)-N-methylpyridinecarboxamide